(3R,3aS,6aR)-hexahydrofuro[2,3-b]furan-3-yl 4-(3-(2-methoxypyridin-3-yl)pyrazolo[1,5-a]pyrimidin-5-yl)piperazine-1-carboxylate COC1=NC=CC=C1C=1C=NN2C1N=C(C=C2)N2CCN(CC2)C(=O)O[C@H]2CO[C@H]1OCC[C@H]12